2-(4-bromophenyl)-dibenzothiophene BrC1=CC=C(C=C1)C1=CC2=C(SC3=C2C=CC=C3)C=C1